BrC=1C(=C(C=C(C1)C(C)(C)CC)C12CC3CC(CC(C1)C3)C2)OCOC 1-(3-bromo-2-(methoxymethoxy)-5-(tert-amyl)phenyl)adamantane